FC(C(C1=CC=C(C=C1)F)N1N=C(C(=C1)C1=CN=CC(=N1)C1=CC=2N(C=C1)N=C(N2)N)C)(C)F 7-(6-(1-(2,2-difluoro-1-(4-fluorophenyl)propyl)-3-methyl-1H-pyrazol-4-yl)pyrazin-2-yl)-[1,2,4]triazolo[1,5-a]pyridin-2-amine